(S)-N-(5-cyano-6-(difluoromethoxy)pyridin-3-yl)-N'-(8-(1-methoxyethyl)-2-methylimidazo[1,2-b]pyridazin-7-yl)urea C(#N)C=1C=C(C=NC1OC(F)F)NC(=O)NC1=C(C=2N(N=C1)C=C(N2)C)[C@H](C)OC